BrC=1N=C2C(=C(C(N(C2=CC1)C)=O)C#N)N1[C@H](CN([C@H](C1)C)C(C1=CC=C(C=C1)F)C1=C(C=C(C=C1)F)OC)C |&1:19| 6-bromo-4-((2S,SR)-4-((4-fluoro-2-methoxyphenyl)(4-fluorophenyl)methyl)-2,5-dimethylpiperazin-1-yl)-1-methyl-2-oxo-1,2-dihydro-1,5-naphthyridine-3-carbonitrile